n-[4-chloro-3-(trifluoromethyl)phenyl]acetamide CC(=O)NC1=CC(=C(C=C1)Cl)C(F)(F)F